ClC1=NC2=CC=CC=C2C(=C1[N+](=O)[O-])NCCC1CCN(CC1)C(=O)OC(C)(C)C tert-butyl 4-(((2-chloro-3-nitroquinolin-4-yl)amino)ethyl)piperidine-1-carboxylate